(phenoxy)((1S)-(1-isopropoxycarbonylethyl)amino)phosphinoyl chloride O(C1=CC=CC=C1)P(=O)(N[C@@H](C)C(=O)OC(C)C)Cl